C(CCC)[SiH](N[SiH](CCCC)CCCC)CCCC 1,1,3,3-tetrabutyldisilazane